FC1=CC=C(CN2CC(=C(C2=O)O)C(=O)OCC)C=C1 ethyl 1-(4-fluorobenzyl)-4-hydroxy-5-oxo-2,5-dihydro-1H-pyrrole-3-carboxylate